BrC1=CC=C2CCC[C@]3(CC4=[N+](C(=CC(=C4CO3)Cl)Cl)[O-])C2=C1 |r| rac-(S)-7-Bromo-2',4'-dichloro-3,4,5',8'-tetrahydro-2H-spiro[naphthalene-1,7'-pyrano[4,3-b]pyridine]-1'-oxide